C1(=CC=CC=C1)C#CC(CCC(=O)C=1SC=CC1)CC(F)(F)F 6-phenyl-1-(thiophen-2-yl)-4-(2,2,2-trifluoroethyl)hex-5-yn-1-one